N1(CCC1)CCC=1C=CC(=C(C#N)C1)F 5-(2-(azetidin-1-yl)ethyl)-2-fluorobenzonitrile